C(#C)C=1C=C(C=CC1)CCN 2-(3-Ethynylphenyl)ethan-1-amine